C(C)(C)(C)N(CC(=O)NCC(=O)O)C(CN1N=C(C=2C(=CC=CC12)C1=C(C=C2C=NN(C2=C1)C)F)C1CCN(CC1)C(CCC(C)=O)=O)=O.NCCC[Si](OCCC)(OCCC)OCCC gamma-aminopropyl-tripropoxysilane tert-butyl-(2-(5'-fluoro-1'-methyl-3-(1-(4-oxopentanoyl)piperidin-4-yl)-1H,1'H-[4,6'-biindazol]-1-yl)acetyl)glycylglycinate